C1N(CCCC12CCNCC2)C=O (2,9-diazaspiro[5.5]undecan-2-yl)methanone